COC1=CC=C(C=C1)NC(C1=C(C=CC=C1)S(=O)(=O)N1CCCCC1)=O N-(4-methoxyphenyl)-2-(piperidin-1-ylsulfonyl)benzamide